3-(3-fluoronaphthalen-1-yl)-2-oxobutanoic acid FC=1C=C(C2=CC=CC=C2C1)C(C(C(=O)O)=O)C